C(C)OC(=O)C1=C(N(N=C1)C)O ethyl-3-hydroxy-2-methyl-pyrazol-4-carboxylate